(3-endo)-N-[5-[2-cyano-5-[[(1R,5S)-3-oxa-9-azabicyclo[3.3.1]nonan-7-yl]oxy]-4-pyridyl]pyrazolo[1,5-a]pyridin-2-yl]cyclopropanecarboxamide C(#N)C1=NC=C(C(=C1)C1=CC=2N(C=C1)N=C(C2)NC(=O)C2CC2)OC2C[C@H]1COC[C@@H](C2)N1